ClC=1C=C(C=NC1)C=1C=C2C(=NN=C(C2=CC1)NCC1=C(C=C(C=C1)OC)OC)C 6-(5-CHLOROPYRIDIN-3-YL)-N-[(2,4-DIMETHOXYPHENYL)METHYL]-4-METHYLPHTHALAZIN-1-AMINE